ClC1=CC(=NC(=N1)C=1C=NN(C1)CC(C)([N+](=O)[O-])C)N1CC2(C1)CCN(CC2)C(C)=O 1-(2-(6-chloro-2-(1-(2-methyl-2-nitropropyl)-1H-pyrazol-4-yl)pyrimidin-4-yl)-2,7-diazaspiro[3.5]nonan-7-yl)ethan-1-one